[N+](=O)([O-])C=1C(=NNC1)C1=NC=CC=N1 (4-nitro-1H-pyrazol-3-yl)pyrimidine